C1(CC1)NC(=N)NC1=CC=C(C=C1)C1=NNC(CC1)=O 1-cyclopropyl-3-(4-(6-oxo-1,4,5,6-tetrahydropyridazine-3-yl)phenyl)guanidine